C(C1=CC=CC=C1)[C@@H]1N(C(OC1)=O)C=1C=C(C=C(C1)Cl)C(C)NC=1C(=NC(=CC1)Cl)C(=O)O 3-((1-(3-((S)-4-Benzyl-2-oxooxazolidin-3-yl)-5-chlorophenyl)ethyl)amino)-6-chloro-picolinic acid